3-(2-((6-(azidomethyl)pyridin-2-yl)oxy)ethoxy)-6-bromoquinoline N(=[N+]=[N-])CC1=CC=CC(=N1)OCCOC=1C=NC2=CC=C(C=C2C1)Br